C(C=C)OC=1C=C(C(=O)O)C=C(C1)OCC=C 3,5-bis(allyloxy)benzoic acid